CC1=C(C(=O)N(C2=NN(C(=N2)CCC(F)(F)F)CC#C)CC#C)C=CC=C1 2-methyl-N-(prop-2-yn-1-yl)-N-(1-(prop-2-yn-1-yl)-5-(3,3,3-trifluoropropyl)-1H-1,2,4-triazol-3-yl)benzamide